butylene glycol dicaprylate caprate OC(=O)CCCCCCCCC.C(CCCCCCC)(=O)O.C(CCCCCCC)(=O)O.C(CCCO)O